OC(=O)C(F)(F)F.C(C)OC(C=C1CC2(CNC2)C1)=O.FC(CN1CC2(C1)CC(C2)=CC(=O)OCC)(F)F ethyl 2-[2-(2,2,2-trifluoroethyl)-2-azaspiro[3.3]heptan-6-ylidene]acetate Ethyl-2-{2-azaspiro[3.3]heptan-6-ylidene}acetate TFA salt